C1=CC=CC=2C3=CC=CC=C3C(C12)COC(=O)NCC(=O)N[C@@H](CC1=CC=CC=C1)C(=O)O (((9H-fluoren-9-yl)methoxy)carbonyl)glycyl-L-phenylalanine